O1C=CC2=C1C=CC(=C2)C2=C1C(=C(N=N2)N2C[C@H](O[C@H](C2)C)C)C=NC=C1 (cis)-4-(1-(benzofuran-5-yl)pyrido[3,4-d]pyridazin-4-yl)-2,6-dimethylmorpholine